C(C=C)NC(=O)[C@H]1N(CSC1(C)C)C([C@H]([C@H](CC1=CC=CC=C1)NC(=O)C1=C(C(=CC=C1)O)C)O)=O (R)-3-((2S,3S)-2-Hydroxy-3-{[1-(3-hydroxy-2-methyl-phenyl)-methanoyl]-amino}-4-phenyl-butanoyl)-5,5-dimethyl-thiazolidine-4-carboxylic acid allylamide